COC(=O)[C@H]1CN(CC1)CC(F)(F)F.NC1=C2N=CN(C2=NC(=N1)C1=CC(=CC=C1)N)C1CCC(CC1)C(=O)NC1=CC(=CC=C1)OC 4-[6-amino-2-(3-aminophenyl)-9H-purin-9-yl]-N-(3-methoxyphenyl)cyclohexanecarboxamide methyl-(R)-1-(2,2,2-trifluoroethyl)pyrrolidine-3-carboxylate